CSC=1N(C2=CC=CC=C2C1C1=CC=CC=C1)S(=O)(=O)C1=CC=C(C)C=C1 2-(methylthio)-3-phenyl-1-tosyl-1H-indole